OC1C2C=CC(C1)C2 5-Hydroxybicyclo[2.2.1]hept-2-ene